C(C)(C)(C)OC(=O)NC(CO)C(C)(O)C 2-tert-butoxycarbonylamino-3-methyl-3-hydroxybutanol